1-methyl-4-(3-((2-propyl-4-(4-(trifluoromethyl)phenyl)piperazin-1-yl)methyl)-4-(trifluoromethyl)phenyl)-1,4-diazepane CN1CCN(CCC1)C1=CC(=C(C=C1)C(F)(F)F)CN1C(CN(CC1)C1=CC=C(C=C1)C(F)(F)F)CCC